((5-(Dimethylamino) pentanoyl)oxy)methyl-2-((octanoyloxy) methyl)propane-1,3-diyl bis(3-pentyloctanoate) C(CCCC)C(CC(=O)OCC(C(COC(CCCCN(C)C)=O)OC(CC(CCCCC)CCCCC)=O)COC(CCCCCCC)=O)CCCCC